1-ethyl-3-methyl-1H-benzo[d][1,3,2]diazaborine-2(3H)-carbonitrile C(C)N1B(N(CC2=C1C=CC=C2)C)C#N